(7-bromo-8-isopropoxy-3-methyl-pyrrolo[1,2-a]pyrazin-1-yl) trifluoromethanesulfonate FC(S(=O)(=O)OC=1C=2N(C=C(N1)C)C=C(C2OC(C)C)Br)(F)F